(R)-3-(1-((7-methoxy-2-methyl-6-(4-(4-methylpiperazin-1-yl)piperidin-1-yl)quinazolin-4-yl)amino)ethyl)-2-methylbenzonitrile COC1=C(C=C2C(=NC(=NC2=C1)C)N[C@H](C)C=1C(=C(C#N)C=CC1)C)N1CCC(CC1)N1CCN(CC1)C